ClC=1C(=C(C(=C(C=O)C1C)O)CC)C(C)(C)C 5-chloro-4-tert-butyl-3-ethylmethyl-2-hydroxybenzaldehyde